FC(N1N=C(C(=C1)F)[S@@](=O)(N)=NC(NC1=C2C(=NC3=C1CCC3)[C@@H](CC2)C)=O)F |o1:8| (R) or (S)-1-(difluoromethyl)-4-fluoro-N'-(((R)-3-methyl-1,2,3,5,6,7-hexahydrodicyclopenta[b,e]pyridin-8-yl)carbamoyl)-1H-pyrazole-3-sulfonimidamide